1-(8-((6-chloropyridin-3-yl)methyl)-2,4-dioxo-4,8-dihydropyrido[2,3-d]pyrimidin-3(2H)-yl)cyclopropane-1-carbonitrile ClC1=CC=C(C=N1)CN1C=CC=C2C1=NC(N(C2=O)C2(CC2)C#N)=O